6-methoxy-7-(3-morpholin-4-yl-propoxy)-quinoline COC=1C=C2C=CC=NC2=CC1OCCCN1CCOCC1